BrC1=CC=C(C=C1)\N=N\C1=CC=C(C=C1)\N=N\C1=CC=CC=C1 (E)-1-(4-bromophenyl)-2-{4-[(E)-phenyldiazenyl]phenyl}diazene